(2S,3S)-2-amino-3-hydroxy-N-(1-(m-tolyl)-1H-indazol-6-yl)butanamide hydrochloride Cl.N[C@H](C(=O)NC1=CC=C2C=NN(C2=C1)C=1C=C(C=CC1)C)[C@H](C)O